BrC=1C=C(C(=O)NC2=CC=C3C=NN(C3=C2)C=2C=NN(C2)C)C=C(C1)C#N 3-Bromo-5-cyano-N-(1-(1-methyl-1H-pyrazol-4-yl)-1H-indazol-6-yl)benzamide